N-(2-(2-amino-6-hydroxy-9H-purin-9-yl)ethyl)-3-(4-fluorophenyl)-1H-pyrazole-5-carboxamide NC1=NC(=C2N=CN(C2=N1)CCNC(=O)C1=CC(=NN1)C1=CC=C(C=C1)F)O